BrC1=NN2C(N=C(C=C2NC[C@]2([C@@H](C2)CO)C2=NC=CC=C2)C(F)(F)F)=C1 |o1:11,12| ((1R*,2S*)-2-(((2-bromo-5-(trifluoromethyl)pyrazolo[1,5-a]pyrimidin-7-yl)amino)methyl)-2-(pyridin-2-yl)cyclopropyl)methanol